(7-Azabenzotriazol-1-yloxy)tripyrrolidinophosphonium hexafluorophosphat F[P-](F)(F)(F)(F)F.N1(N=NC2=C1N=CC=C2)O[P+](N2CCCC2)(N2CCCC2)N2CCCC2